C(C)(C)(C)C1=CC=C(C=C1)[C@H](C)NC(=O)C1=CC=C2C(=C(N(C2=C1)CC1CCC1)C)CC=1C=C(OC(C(=O)O)(C)C)C=C(C1)F (S)-2-(3-((6-((1-(4-(tert-butyl)phenyl)ethyl)carbamoyl)-1-(cyclobutylmethyl)-2-methyl-1H-indol-3-yl)methyl)-5-fluorophenoxy)-2-methyl-propanoic acid